2-methyl-vinyl-phosphonic acid CC=CP(O)(O)=O